5-(7-Chloro-4-((1S,2S)-2-(difluoromethyl)cyclopropyl)pyrrolo[1,2-b]pyridazin-2-yl)pyrimidine ClC1=CC=C2N1N=C(C=C2[C@@H]2[C@H](C2)C(F)F)C=2C=NC=NC2